C(C)OC(=O)C1C2(CCC(C1)CC2)NC2=NC(=NN1C2=CC(=C1)I)Cl ((2-chloro-6-iodopyrrolo[2,1-f][1,2,4]triazin-4-yl)amino)bicyclo[2.2.2]octane-2-carboxylic acid ethyl ester